NC=1C2=C(N=CN1)N(C=C2C2=CC=C(C=1C2=NON1)NC(=O)NC1=CC(=C(C=C1)OC1CCN(CC1)C)C(F)(F)F)C1CC1 1-(7-(4-AMINO-7-CYCLOPROPYL-7H-PYRROLO[2,3-D]PYRIMIDIN-5-YL)BENZO[C][1,2,5]OXADIAZOL-4-YL)-3-(4-((1-METHYLPIPERIDIN-4-YL)OXY)-3-(TRIFLUOROMETHYL)PHENYL)UREA